C(N)(=O)C1=CC(=NC2=C1N=CN=C2N[C@@H]2CN(CCC2(F)F)C(=O)OC(C)(C)C)Cl tert-butyl (3R)-3-([8-carbamoyl-6-chloropyrido[3,2-d]pyrimidin-4-yl]amino)-4,4-difluoropiperidine-1-carboxylate